(3,6-dihydro-2H-pyran-4-yl)-2-(2-fluorophenyl)-4(s)-(4-fluorophenyl)-1H-imidazole O1CCC(=CC1)N1C(=NC(=C1)C1=CC=C(C=C1)F)C1=C(C=CC=C1)F